FC1=C(C=CC(=C1)F)[C@@H]1N(OCC1)C1=CC(=NC=N1)NC=1C(=CC(=C(C1)NC(C=C)=O)N(C)CCOC)OC N-(5-((6-((R)-3-(2,4-difluorophenyl)isoxazolidine-2-yl)pyrimidine-4-yl)amino)-4-methoxy-2-((2-methoxyethyl)(methyl)amino)phenyl)acrylamide